Behenyl phosphate P(=O)(OCCCCCCCCCCCCCCCCCCCCCC)([O-])[O-]